FC1=CC=C(C=C1)[C@@H](C([2H])([2H])O)NC1=NC(=NC=C1C1=NC(=NO1)C12CCN(CC1)CC2)NC=2C=C1C(NC(C1=CC2)=O)(C)C (S)-5-((4-((1-(4-fluorophenyl)-2-hydroxyethyl-2,2-d2)amino)-5-(3-(quinuclidin-4-yl)-1,2,4-oxadiazol-5-yl)pyrimidin-2-yl)amino)-3,3-dimethylisoindolin-1-one